C(C)(C)(C)[Si](OCCCO)(C)C 3-{[Tert-butyl-(dimethyl)silyl]oxy}propan-1-ol